[Mn].[Cu].[Ce] cerium-copper-manganese